C(CC12C3(C(C(C=C1)C2)C(NC3=O)=O)CCC=C)C32C1(C(C(C=C3)C2)C(NC1=O)=O)CCC=C ethylene-bis(allylmethylbicyclo[2.2.1]hept-5-ene-2,3-dicarboximide)